FC=1C=CC(=C(C(=O)NC2=CC(=C(C=C2)C(=O)N2CC=3N(CC4=C2C=CC=C4)C=CC3)Cl)C1)C 5-fluoro-2-methyl-N-[4-(5H-pyrrolo[2,1-C][1,4]benzodiazepin-10(11H)-yl-carbonyl)-3-chlorophenyl]benzamide